vanadium sodium fluorophosphate sodium [Na+].P(=O)([O-])([O-])F.[Na+].[V+5]